(2S,4R)-N-[(1R)-1-(4-carbamimidoylthiophen-2-yl)ethyl]-1-[2-(9H-fluoren-3-ylformamido)acetyl]-4-fluoro-4-(fluoromethyl)pyrrolidine-2-carboxamide C(N)(=N)C=1C=C(SC1)[C@@H](C)NC(=O)[C@H]1N(C[C@](C1)(CF)F)C(CNC(=O)C=1C=CC=2CC3=CC=CC=C3C2C1)=O